C(C1=CC=CC=C1)NC(=O)C1CC1 1-(benzylcarbamoyl)cyclopropane